3-({9-chloro-7-methoxy-1H,2H,3H-cyclopenta[b]quinolin-6-yl}oxy)propan-1-amine ClC1=C2C(=NC=3C=C(C(=CC13)OC)OCCCN)CCC2